N1N=NC=C1NC(C1=CC=CC=C1)=O N-(triazol-5-yl)benzamide